FN1C2(CC(C3=CC=CC=C13)O)CCN(CC2)C(=O)NCC2=CC(=C(C=C2)F)NS(=O)(=O)C fluoro-N-(4-fluoro-3-(methylsulfonamido)benzyl)-4'-hydroxy-3',4'-dihydro-1'H-spiro[piperidine-4,2'-quinoline]-1-carboxamide